C(C)OC(=O)C1CC(CC1)C(=O)O 3-(ethoxycarbonyl)cyclopentane-1-carboxylic acid